C1(CCCC1)COC1=CC=NC2=CC=C(C=C12)OC(C)C 4-(cyclopentylmethoxy)-6-(propan-2-yloxy)quinoline